C(C)N1C=NC2=C1C=C(C=C2)C(F)(F)F 1-ethyl-6-(trifluoromethyl)-1H-1,3-benzodiazol